O1C(=NC2=C1C=CC=C2)C=2N=C(N(C(C2O)=O)C)N2[C@@H](C1=CC(=CC=C1CC2)C(=O)O)C2=C(C=CC=C2)C#N (S)-2-(4-(benzo[d]oxazol-2-yl)-5-hydroxy-1-methyl-6-oxo-1,6-dihydropyrimidin-2-yl)-1-(2-cyanophenyl)-1,2,3,4-tetrahydroisoquinoline-7-carboxylic acid